Cl[Pd](C1=NC=CC=C1Cl)(=C1N(C=CN1C1=C(C=CC=C1C(CC)CC)C(CC)CC)C1=C(C=CC=C1C(CC)CC)C(CC)CC)Cl dichloro[1,3-bis(2,6-di-3-pentylphenyl)imidazole-2-ylidene](3-chloropyridyl)palladium